N-[6-(5-chloro-1,3-benzoxazol-2-yl)spiro[3.3]heptan-2-yl]-5-[(3,3-difluorocyclobutyl)methylsulfonylamino]furan-2-carboxamide ClC=1C=CC2=C(N=C(O2)C2CC3(CC(C3)NC(=O)C=3OC(=CC3)NS(=O)(=O)CC3CC(C3)(F)F)C2)C1